tert-butyl N-[rac-(1R,5S)-3-(8-acetyl-3,6-dimethyl-4-oxoquinazolin-2-yl)-3-azabicyclo[3.1.0]hexan-6-yl]carbamate C(C)(=O)C=1C=C(C=C2C(N(C(=NC12)N1C[C@@H]2C([C@@H]2C1)NC(OC(C)(C)C)=O)C)=O)C |r|